ClC1=C(NC=2SC(=C(N2)C(C(=O)OCC)(CCC(=O)OCC2=CC=CC=C2)CC)C)C=CC(=C1)Cl O5-benzyl O1-ethyl 2-[2-(2,4-dichloroanilino)-5-methyl-thiazol-4-yl]-2-ethyl-pentanedioate